N[C@@H](CC(=O)OCC)C=1C(=NN(C1)C1=C(C=C(C=C1C)C)O)C(F)(F)F ethyl (3S)-3-amino-3-[1-(2-hydroxy-4,6-dimethylphenyl)-3-(trifluoromethyl)pyrazol-4-yl]propanoate